ON(C(=O)C1=NN2C(CNCCC2)=C1)C N-hydroxy-N-methyl-4,6,7,8-tetrahydropyrazolo[1,5-a][1,4]diazepine-2-Carboxamide